C(#C)C1=CC(=CC(=C1)C#C)C#C 1,3,5-tri(ethynyl)benzene